S1SSSC1 Tetrathiol